(S)-tert-butyl 4-(6-chloro-1-(2-isopropyl-4-methylpyridin-3-yl)-7-(8-methylnaphthalen-1-yl)-2-oxo-1,2-dihydropyrido[2,3-d]pyrimidin-4-yl)-3-methylpiperazine-1-carboxylate ClC1=CC2=C(N(C(N=C2N2[C@H](CN(CC2)C(=O)OC(C)(C)C)C)=O)C=2C(=NC=CC2C)C(C)C)N=C1C1=CC=CC2=CC=CC(=C12)C